O=C1NC(C=C(N1COCC[Si](C)(C)C)C(=O)OC)=O methyl 2,6-dioxo-3-{[2-(trimethylsilyl) ethoxy] methyl}-1H-pyrimidine-4-carboxylate